N1C=CC2=CC(=CC=C12)NC(OC(C)(C)C)=O Tert-butyl (1H-indol-5-yl)carbamate